O[C@H]1C[C@@H](CCC1)[C@@H]1N(C[C@H](CC1)C)C(C(=O)NC=1C=C(C(=NC1)NC(OC(C)(C)C)=O)C)=O tert-butyl N-[5-[[2-[(2R,5S)-2-[(1R,3R)-3-hydroxycyclohexyl]-5-methyl-1-piperidyl]-2-oxo-acetyl]amino]-3-methyl-2-pyridyl]carbamate